O1COC2=C1C=CC(=C2)C(NC(CCC)=O)C2=CC(=C1C=CC=NC1=C2O)Cl N-(benzo[d][1,3]dioxol-5-yl(5-chloro-8-hydroxyquinolin-7-yl)methyl)butyramide